FMOCindole C(=O)(OCC1C2=CC=CC=C2C2=CC=CC=C12)C=1NC2=CC=CC=C2C1